tert-butyl (6-(6-chloro-4-(2-hydroxyethoxy)pyridin-3-yl)-5-iodo-7-((2-(trimethylsilyl)ethoxy)methyl)-7H-pyrrolo[2,3-d]pyrimidin-4-yl)carbamate ClC1=CC(=C(C=N1)C1=C(C2=C(N=CN=C2NC(OC(C)(C)C)=O)N1COCC[Si](C)(C)C)I)OCCO